5-methyl-7-morpholino-3-[[3-[rac-(3R,5R)-5-(4-chlorophenyl)tetrahydro-furan-3-yl]-1,2,4-oxadiazol-5-yl]methyl]imidazo[5,1-f][1,2,4]triazin-4-one CC=1N=C(N2N=CN(C(C21)=O)CC2=NC(=NO2)[C@@H]2CO[C@H](C2)C2=CC=C(C=C2)Cl)N2CCOCC2 |r|